(S)-3-Cyclopropyl-2-(2-((S)-1-(2,3-difluorobenzyl)-5-oxopyrrolidin-2-yl)-N-ethylacetamido)propanoic acid C1(CC1)C[C@@H](C(=O)O)N(C(C[C@H]1N(C(CC1)=O)CC1=C(C(=CC=C1)F)F)=O)CC